C(C)C1=C(C=CC(=N1)C=1N=NN(C1COC=1C(N(C=C(N1)CCC)C)=O)C)I 3-{[4-(6-ethyl-5-iodopyridin-2-yl)-1-methyl-1H-1,2,3-triazol-5-yl]methoxy}-1-methyl-5-propyl-1,2-dihydropyrazin-2-one